4-[[4-(4-CHLOROANILINO)FURO[2,3-D]PYRIDAZIN-7-YL]OXYMETHYL]-N-METHYLPYRIDINE-2-CARBOXAMIDE ClC1=CC=C(NC2=C3C(=C(N=N2)OCC2=CC(=NC=C2)C(=O)NC)OC=C3)C=C1